(2-methyl-2H-pyrazolo[4,3-c]pyridin-6-yl)methanol CN1N=C2C(C=NC(=C2)CO)=C1